C(\C=C\C(=O)OCCCC)(=O)OC1CCC(CC1)CCC (4-propylcyclohexyl) butyl fumarate